(Z)-2-(4-((6-chloro-7-methyl-1H-indol-3-yl)methylene)-2,5-dioxoimidazolidin-1-yl)-2-(3,4-difluorophenyl)-N-(3-hydroxyl-bicyclo[1.1.1]pentan-1-yl)acetamide ClC1=CC=C2C(=CNC2=C1C)\C=C\1/NC(N(C1=O)C(C(=O)NC12CC(C1)(C2)O)C2=CC(=C(C=C2)F)F)=O